2-cyclopropyl-7,9-bis(4-(difluoromethoxy)phenyl)-8H-pyrimido[1,2-b]pyridazin-8-one C1(CC1)C1=NC=2N(N=C(C(C2C2=CC=C(C=C2)OC(F)F)=O)C2=CC=C(C=C2)OC(F)F)C=C1